C12CNCC(CC1)N2C=2N(C(C1=C(N2)NC=C1C1=C(C2=CN(N=C2C=C1)CC(=O)N(C)C)Cl)=O)C 2-(5-(2-(3,8-Diazabicyclo[3.2.1]oct-8-yl)-3-methyl-4-oxo-4,7-dihydro-3H-pyrrolo[2,3-d]pyrimidin-5-yl)-4-chloro-2H-indazol-2-yl)-N,N-dimethylacetamide